ClC=1C(=NC(=NC1)NC=1C(=NN(C1)C1CC2CCC(C1)N2C)C)NCCCN2CCOCC(C2=O)(C)C 4-(3-((5-chloro-2-((3-methyl-1-(8-methyl-8-azabicyclo[3.2.1]octan-3-yl)-1H-pyrazol-4-yl)amino)pyrimidin-4-yl)amino)propyl)-6,6-dimethyl-1,4-oxazepan-5-one